bis(3-(triethoxysilyl) propyl) disulfide C(C)O[Si](CCCSSCCC[Si](OCC)(OCC)OCC)(OCC)OCC